N2-(tert-butyl)-N4-(2-(trifluoromethyl)benzyl)thieno[3,2-d]pyrimidine-2,4-diamine C(C)(C)(C)NC=1N=C(C2=C(N1)C=CS2)NCC2=C(C=CC=C2)C(F)(F)F